(E)-1-(4-chloro-3-(trifluoromethyl)phenyl)-7-(5,6,7,8-tetrahydro-1,8-naphthyridin-2-yl)hept-1-en-3-ol ClC1=C(C=C(C=C1)\C=C\C(CCCCC1=NC=2NCCCC2C=C1)O)C(F)(F)F